2,2,2-trichloroethyl 2-methylene-4-oxo-4-((3-(4-(trifluoromethyl)phenyl)oxetan-3-yl)amino)butanoate C=C(C(=O)OCC(Cl)(Cl)Cl)CC(NC1(COC1)C1=CC=C(C=C1)C(F)(F)F)=O